B([O-])([O-])[O-].[Gd+3].[Ca+2] calcium-gadolinium borate